1-Dodecyl-2-Methylpiperidinium acetat C(C)(=O)[O-].C(CCCCCCCCCCC)[NH+]1C(CCCC1)C